(2R,3R,4S,5R)-2-(6-chloro-9H-purin-9-yl)-5-(hydroxymethyl)-tetrahydrofuran-3,4-diol ClC1=C2N=CN(C2=NC=N1)[C@@H]1O[C@@H]([C@H]([C@H]1O)O)CO